C(C)(=O)O[C@H]1[C@@H](O[C@@H]([C@H]1OC(C)=O)COC(C)=O)C1=CC=C2C(=NC=NN21)NC(C)=O (2S,3S,4R,5R)-2-(4-acetamidopyrrolo[2,1-f][1,2,4]triazin-7-yl)-5-(acetoxymethyl)-tetrahydrofuran-3,4-diyl diacetate